benzyl (R)-4-morpholino-4-oxo-2-(phenylamino)butanoate O1CCN(CC1)C(C[C@H](C(=O)OCC1=CC=CC=C1)NC1=CC=CC=C1)=O